CC1(N(CCN(C1)S(=O)(=O)C)C=1C=C2C=NN(C2=CC1)C=1C=C(C(=C(C1)O)F)F)C 5-(5-(2,2-Dimethyl-4-(methylsulfonyl)piperazin-1-yl)-1H-indazol-1-yl)-2,3-difluorophenol